N1=C(C=CC=C1)CNCCN (2-pyridyl-methyl)-ethylenediamine